CN(C)CC1(CC1)COC1=NC2=C(C(=C(C=C2C(=N1)O)F)C1=CC(=CC2=CC=CC=C12)OCOC)F 2-((1-((dimethylamino)methyl)cyclopropyl)methoxy)-6,8-difluoro-7-(3-(methoxymethoxy)naphthalen-1-yl)quinazolin-4-ol